FC1=C(C=C(C=C1)F)[C@@H]1N(CCC1)C1=NC=2N(C=C1)N=CC2NC(=O)N2C[C@H](CC2)O (S)-N-(5-((R)-2-(2,5-difluorophenyl)pyrrolidin-1-yl)-pyrazolo[1,5-a]pyrimidin-3-yl)-3-hydroxypyrrolidine-1-carboxamide